5-hydroxy-1-methyl-N-(1,2-oxazol-4-yl)-6-oxo-2-(1-phenyl-1H-1,3-benzodiazol-2-yl)-1,6-dihydropyrimidine-4-carboxamide OC1=C(N=C(N(C1=O)C)C1=NC2=C(N1C1=CC=CC=C1)C=CC=C2)C(=O)NC=2C=NOC2